2-(2-oxopiperidin-3-yl)-2,3-dihydro-1H-isoindole-1,3-dione O=C1NCCCC1N1C(C2=CC=CC=C2C1=O)=O